n-propyl (4,4,4-trifluorobutyl) carbonate C(OCCC)(OCCCC(F)(F)F)=O